Ethyl 4-{(5aR,6R,7R,8aS)-7-hydroxy-6-[(1E)-3-hydroxy-4-phenoxy-1-buten-1-yl]octahydro-2H-cyclopenta[b]oxepin-3-yl}butanoate O[C@H]1[C@@H]([C@@H]2[C@@H](OCC(CC2)CCCC(=O)OCC)C1)\C=C\C(COC1=CC=CC=C1)O